3-(phenylsulfonyl)acrylonitrile C1(=CC=CC=C1)S(=O)(=O)C=CC#N